2-(6-oxo-3-phenylpyridazin-1(6H)-yl)-N-(3-phenylbutyl)acetamide O=C1C=CC(=NN1CC(=O)NCCC(C)C1=CC=CC=C1)C1=CC=CC=C1